10-methylundecyl methacrylate C(C(=C)C)(=O)OCCCCCCCCCC(C)C